FC(C1=C(C=CC(=C1)C(F)(F)F)C=1C=2N(C(=NN1)NC1CC(C1)(O)C)N=CC2)(F)F (1s,3s)-3-((4-(2,4-Bis(trifluoromethyl)phenyl)pyrazolo[1,5-d][1,2,4]triazin-7-yl)amino)-1-methylcyclobutan-1-ol